methyl thieno[3,2-c]pyridine-6-carboxylate S1C=CC=2C=NC(=CC21)C(=O)OC